4'-((3-butyl-1-(4-chlorophenyl)-5-oxo-1,5-dihydro-4H-1,2,4-triazol-4-yl)methyl)-N-(4,5-dimethylisoxazol-3-yl)-2'-(ethoxymethyl)-[1,1'-biphenyl]-2-sulfonamide C(CCC)C1=NN(C(N1CC1=CC(=C(C=C1)C=1C(=CC=CC1)S(=O)(=O)NC1=NOC(=C1C)C)COCC)=O)C1=CC=C(C=C1)Cl